(E)-4-(4-isopropyl-3-methoxystyryl)isothiazole C(C)(C)C1=C(C=C(/C=C/C=2C=NSC2)C=C1)OC